C1(CC1)C1=CC=C(C=C1)C1CC(=NN1C(CC)=O)C=1SC=C(C1)C (5-(4-Cyclopropylphenyl)-1-propionyl-4,5-dihydro-1H-pyrazol-3-yl)-4-methylthiophene